FC1=CC=CC=2C(=N[C@@H](C(NC21)=O)NC(=O)C=2C(=NN1C2N=CC=C1)C=1C=NC(=CC1)OC)C1=CC=CC=C1 N-[(3S)-9-fluoro-2-oxo-5-phenyl-1,3-dihydro-1,4-benzodiazepin-3-yl]-2-(6-methoxypyridin-3-yl)pyrazolo[1,5-a]pyrimidine-3-carboxamide